OC1=CC(=NC(=N1)SC)O.[Na] sodium 6-hydroxy-2-(methylthio)pyrimidin-4-ol